1,3-diphenyl-pyrazol-5-one C1(=CC=CC=C1)N1NC(=CC1=O)C1=CC=CC=C1